2-(4-Iodobutyl)-2-methylmalonate ICCCCC(C(=O)[O-])(C(=O)[O-])C